(S)-2-phenyl-2-(N-phenyl)aminoethanol C1(=CC=CC=C1)[C@@H](CO)NC1=CC=CC=C1